(2S,4R)-1-[(2S)-2-(4-cyclopropyltriazol-1-yl)-3,3-dimethyl-butanoyl]-N-[(2,3-dimethylimidazol-4-yl)methyl]-4-hydroxy-pyrrolidine-2-carboxamide C1(CC1)C=1N=NN(C1)[C@H](C(=O)N1[C@@H](C[C@H](C1)O)C(=O)NCC=1N(C(=NC1)C)C)C(C)(C)C